FC(C(=O)O)(F)F.CN1C(CC(CC1)N(C=1SC=2N=C(SC2N1)C1=CC=C(C2=C1NC=N2)C=2C=NNC2)C)C N-(1,2-Dimethylpiperidin-4-yl)-N-methyl-5-[4-(1H-pyrazol-4-yl)-1H-benzimidazol-7-yl][1,3]thiazolo[5,4-d][1,3]thiazol-2-amin Trifluoroacetat